COS(=O)(=O)C(C1CCOCC1)C1=NC=CC=C1F (3-Fluoropyridin-2-yl)(tetrahydro-2H-pyran-4-yl)methanesulfonic acid methyl ester